The molecule is an octadecenoate in which the double bond is at C-9. It is a conjugate base of an octadec-9-enoic acid. CCCCCCCCC=CCCCCCCCC(=O)[O-]